methyl N6-(tert-butoxycarbonyl)-N2-methyl-L-lysinate C(C)(C)(C)OC(=O)NCCCC[C@H](NC)C(=O)OC